COC(=O)C1=CC=C2C(N(C(NC2=C1)=O)C)=O 3-methyl-2,4-dioxo-1,2,3,4-tetrahydroquinazoline-7-carboxylic acid methyl ester